FC(C(=O)N1CC=C(C2=CC=C(C(=C12)O)[N+](=O)[O-])C1CCNCC1)(F)F N-trifluoroacetyl-7-nitro-4-(piperidin-4-yl)quinolin-8-ol